NC1=NC=C(C2=C1C(=NN2C(C)C)C2=CC(=C(C=C2)NS(=O)(=O)C2=C(C=CC=C2)Cl)F)C2=CC[C@@H](CC2)N[C@@H](COC)C N-(4-(4-amino-1-isopropyl-7-(4(R)-((1-methoxypropane-2(R)-yl)amino)cyclohex-1-en-1-yl)-1H-pyrazolo[4,3-c]pyridin-3-yl)-2-fluorophenyl)-2-chlorobenzenesulfonamide